N1CC(C1)CCN(CC(=O)O)C(=O)OCC1C2=CC=CC=C2C=2C=CC=CC12 2-[2-(azetidin-3-yl)ethyl-(9H-fluoren-9-ylmethoxycarbonyl)amino]acetic acid